COC1=CC=C(CN(C2=C(C=C3C(=N2)C=C(N3COCC[Si](C)(C)C)CN3C(=CC=CC3=O)C(=O)O)C)CC3=CC=C(C=C3)OC)C=C1 (5-(bis(4-methoxybenzyl)amino)-6-methyl-1-((2-(trimethylsilyl)ethoxy)methyl)-1H-pyrrolo[3,2-b]pyridin-2-yl)methyl-6-oxo-1,6-dihydropyridine-2-carboxylic acid